C(C)OC1=C(C(=C(C=C1)B(O)O)F)F 4-ethoxy-2,3-difluorophenylboronic acid